2-Oxo-N-(1H-pyrazolo[4,3-c]pyridin-7-yl)-2-[(2R,5S)-5-methyl-2-[2-(1-methyl-4-piperidyl)-7-quinolyl]-1-piperidyl]acetamide O=C(C(=O)NC=1C2=C(C=NC1)C=NN2)N2[C@H](CC[C@@H](C2)C)C2=CC=C1C=CC(=NC1=C2)C2CCN(CC2)C